C1(CC1)OC=1C(=CC2=CN(N=C2C1)[C@@H]1C[C@H](CCC1)O)C(=O)NC=1C=NN2C1N=CC=C2 |o1:13,15| rel-6-cyclopropyloxy-2-((1S,3S)-3-hydroxycyclohexyl)-N-(pyrazolo[1,5-a]pyrimidin-3-yl)-2H-indazole-5-carboxamide